BrC#CC1=CC=C(C=C1)Cl 1-bromo-2-(4-chlorophenyl)acetylene